(2R)-N-((S or R)-(4-fluoro-3-(trifluoro-methoxy)phenyl)(6-(trifluoromethyl)pyridin-3-yl)methyl)-2-methyl-3-oxopiperazine-1-carboxamide FC1=C(C=C(C=C1)[C@H](NC(=O)N1[C@@H](C(NCC1)=O)C)C=1C=NC(=CC1)C(F)(F)F)OC(F)(F)F |o1:7|